C(C=C)OC=1C(=C(C=CC1)NC(OC(C)(C)C)=O)OC tert-butyl ((allyloxy)-methoxyphenyl)carbamate